C(CCCCCCCCCCCCCCCCC)N(C(C(=O)[O-])CCCCCCCCCCCC)CCCCCCCCCCCCCCCCCC N,N-dioctadecyl-2-aminotetradecanoate